COCCOC1=CC=C(C=N1)C1=NC(=C2C(=N1)N(N=C2)C2=CC=CC=C2)NC(=O)C=2SC(=CC2)[N+](=O)[O-] N-(6-(6-(2-methoxyethoxy)pyridin-3-yl)-1-phenyl-1H-pyrazolo[3,4-d]pyrimidin-4-yl)-5-nitrothiophene-2-carboxamide